NC1=C2N=CN(C2=NC=N1)CC=1OC2=CC=C(C=C2C(C1C1=CC=C(C=C1)F)=O)Br 2-[(6-amino-9H-purin-9-yl)methyl]-6-bromo-3-(4-fluorophenyl)-4H-chromen-4-one